NC1CN(C1)C(=O)N1CCN(CC1)C(=O)C1=C(C=C(C=C1)NC=1C=2N(C=CN1)C(=CN2)C=2C(=NNC2)C(F)(F)F)Cl [4-(3-aminoazetidine-1-carbonyl)piperazin-1-yl]-[2-chloro-4-[[3-[3-(trifluoromethyl)-1H-pyrazol-4-yl]imidazo[1,2-a]pyrazin-8-yl]amino]phenyl]methanone